1-(1-(2-(1H-indol-3-yl)acetyl)piperidin-4-yl)-7-(trifluoromethyl)-1,3-dihydro-2H-Benzo[d]imidazol-2-one N1C=C(C2=CC=CC=C12)CC(=O)N1CCC(CC1)N1C(NC2=C1C(=CC=C2)C(F)(F)F)=O